FC1(CCC(CC1)N1C=C(C=CC1=O)NC(OC(C)(C)C)=O)F tert-butyl (1-(4,4-difluorocyclohexyl)-6-oxo-1,6-dihydropyridin-3-yl)carbamate